ClC1=C(C=CC(=C1)F)CN1N=C2C3=C(CCC2=C1)OC(=C3C)C(=O)NC[C@@H]3OCCC3 |r| 2-[(2-chloro-4-fluorophenyl)methyl]-8-methyl-N-[(2RS)-tetrahydrofuran-2-ylmethyl]-4,5-dihydro-2H-furo[2,3-g]indazole-7-carboxamide